((1r,4r)-4-((4-bromophenyl) amino) cyclohexyl) carbamate C(N)(OC1CCC(CC1)NC1=CC=C(C=C1)Br)=O